5-(1H-imidazol-1-yl)-N-((1r,4r)-4-(2-methoxyethoxy)cyclohexyl)-2-methyl-2H-pyrazolo[3,4-c]pyridine-7-carboxamide N1(C=NC=C1)C1=CC=2C(C(=N1)C(=O)NC1CCC(CC1)OCCOC)=NN(C2)C